Cl.FC=1C=C(C=CC1)NC1N(C(=NC(=N1)N)N1CCOCC1)C1=CC=CC=C1 N-(3-Fluorophenyl)-6-morpholin-4-yl-N1-phenyl-[1,3,5]triazine-2,4-diamine hydrochloride